5-phenyl-1H-pyrrolo[2,3-b]pyridine-2-carboxylic acid C1(=CC=CC=C1)C=1C=C2C(=NC1)NC(=C2)C(=O)O